ClC=1N=C2C(=NC1)NC=C2C2=NC(=CC(=N2)N[C@@H]2[C@H](C1CCC2CC1)C(=O)OCC)C=1SC=CC1 (2S,3S)-ethyl 3-((2-(2-chloro-5H-pyrrolo[2,3-b]pyrazin-7-yl)-6-(thiophen-2-yl) pyrimidin-4-yl)amino)bicyclo[2.2.2]octane-2-carboxylate